Cl.NC1CCN(CC1)S(=O)(=O)C=1C=C(C=CC1)CC(CN1CCC(CC1)C1=CC=C2C(=NN(C2=C1)C)N1C(NC(CC1)=O)=O)(C)O 1-(6-(1-(3-(3-((4-aminopiperidin-1-yl)sulfonyl)phenyl)-2-hydroxy-2-methylpropyl)-piperidin-4-yl)-1-methyl-1H-indazol-3-yl)dihydropyrimidine-2,4(1H,3H)-dione hydrochloride